BrC1=C(C=CC(=C1)C=COC)OC(F)(F)F bromo-4-(2-methoxyvinyl)-1-(trifluoromethoxy)benzene